COC=1C=C2SC3=NC(=CN3C2=CC1)C(=O)NC=1C=NC(=NC1)C 10-methoxy-N-(2-methylpyrimidin-5-yl)-7-thia-2,5-diazatricyclo[6.4.0.02,6]dodeca-1(12),3,5,8,10-pentaene-4-carboxamide